(R)-3-hydroxyl-4-(5-methyl-3-(piperidin-3-ylamino)-1,2,4-triazin-6-yl)benzonitrile OC=1C=C(C#N)C=CC1C1=C(N=C(N=N1)N[C@H]1CNCCC1)C